FC(CO)(C1=CC=C(C=C1)N1N=C(C=C1)[N+](=O)[O-])F 2,2-difluoro-2-[4-(3-nitropyrazol-1-yl)phenyl]ethanol